Methyl (S)-4-(1-(6-phenyl-1-(3-(trifluoromethyl)benzyl)-2,3-dihydro-1H-imidazo[1,2-b]pyrazole-7-carboxamido)ethyl)benzoate C1(=CC=CC=C1)C=1C(=C2N(N1)CCN2CC2=CC(=CC=C2)C(F)(F)F)C(=O)N[C@@H](C)C2=CC=C(C(=O)OC)C=C2